ClC1=CC=C(C=C1)C1=NN(C[C@@H]1C1=CC=CC=C1)C(NCCS(N)(=O)=O)=NS(=O)(=O)C1=C(C=CC=C1)Cl (S)-3-(4-chlorophenyl)-N'-((2-chlorophenyl)sulfonyl)-4-phenyl-N-(2-sulfamoylethyl)-4,5-dihydro-1H-pyrazole-1-carboximidamide